Cl.FC1=C(C=NN1)C=1C=C(C(=NC1)C=1N=NC(=CC1)O[C@H]1[C@H](C(NC(C1)(C)C)(C)C)F)O 5-(5-fluoro-1H-pyrazol-4-yl)-2-(6-{[(3S,4R)-3-fluoro-2,2,6,6-tetramethylpiperidin-4-yl]oxy}pyridazin-3-yl)pyridin-3-ol hydrochloride